(±)-(4aR,13bR)-10-methoxy-4-methyl-1,2,3,4,4a,5,6,13b-octahydro-8H-[1,6]naphthyridino[5,6-b]quinazolin-8-one COC=1C=C2C(N3C(=NC2=CC1)[C@@H]1CCCN([C@@H]1CC3)C)=O |r|